NC1=NC=2C=C(C(=CC2C2=C1C=NN2C)C(=O)N(C2COC1=C2C=CC(=C1)C#CC=1C=NN(C1)C)CC)F 4-amino-N-ethyl-7-fluoro-1-methyl-N-(6-((1-methyl-1H-pyrazol-4-yl)ethynyl)-2,3-dihydrobenzofuran-3-yl)-1H-pyrazolo[4,3-c]quinoline-8-carboxamide